C1(=CC=C(C=C1)C(=O)O)C1=CCC(C=C1)(C1=CC=CC=C1)C(=O)O (p-terphenyl)-4,4'-dicarboxylic acid